BrC(C(=O)N)(C#N)Br 2,2-dibromo-2-cyano-acetamide